O1CC[C@@H]2[C@H]1OC[C@@H]2OC(=O)N2CCN(CC2)C2=NC=1N(C=C2)N=CC1C=1C(=NC=CC1)OC1CC1 [(3aS,4R,6aR)-2,3,3a,4,5,6a-hexahydrofuro[2,3-b]furan-4-yl]-4-[3-[2-(cyclopropoxy)-3-pyridyl]pyrazolo[1,5-a]pyrimidin-5-yl]piperazine-1-carboxylate